4-amino-N-[[6-(1-hydroxy-1-methyl-ethyl)-3-pyridyl]methyl]-1-methyl-N-(2-oxo-1-piperidyl)pyrazolo[4,3-c]quinoline-8-carboxamide NC1=NC=2C=CC(=CC2C2=C1C=NN2C)C(=O)N(N2C(CCCC2)=O)CC=2C=NC(=CC2)C(C)(C)O